N-(cyclohexyl)hexahydropyrrolo[3,4-c]pyrrole-2(1H)-carboxamide C1(CCCCC1)NC(=O)N1CC2CNCC2C1